[As]1(OCC1)(O)=O ethanoarsonic acid